C[C@H]1C(C(N(C1)C=1C=C2C(=NC=NC2=CC1)NC1=CC(=C(C=C1)OC1=CC2=C(N(C=N2)C)C=C1)C)=O)=C (4S)-4-methyl-1-[4-({3-methyl-4-[(1-methyl-1,3-benzodiazol-5-yl)oxy]phenyl}amino)quinazolin-6-yl]-3-methylidenepyrrolidin-2-one